Br.BrC=1CCCC2=C(C1C1=CC=C(C=C1)O[C@@H]1CN(CC1)CCCF)C=CC(=C2)CC(=O)OC methyl (S)-2-(8-bromo-9-(4-((1-(3-fluoropropyl)pyrrolidin-3-yl)oxy)phenyl)-6,7-dihydro-5H-benzo[7]annulen-3-yl)acetate hydrobromide